C(C)(CC)C1C(NC2=C(CN1C=1C(C(C1N1CCOCC1)=O)=O)C=CC=C2)=O 3-(3-(sec-butyl)-2-oxo-1,2,3,5-tetrahydro-4H-benzo[1,4]diazepin-4-yl)-4-morpholinocyclobut-3-ene-1,2-dione